C1(CC1)NC1=CC(=NC=C1C(=O)NC1=C(C=CC=C1C)C)NC1=CC=C(C=C1)N1C(COCC1)=O 4-(cyclopropylamino)-N-(2,6-dimethylphenyl)-2-((4-(3-oxomorpholino)phenyl)amino)pyridine-5-carboxamide